2-amino-3-bromo-N-((6-ethoxy-3-pyridazinyl)methyl)-N-((1R)-1-(2-pyrimidinyl)ethyl)-6-quinolinecarboxamide NC1=NC2=CC=C(C=C2C=C1Br)C(=O)N([C@H](C)C1=NC=CC=N1)CC=1N=NC(=CC1)OCC